C1(CC1)COCC(C)(C)N1N=CC(=C1)C=1C=C2CN(N3C(C2=CC1OC)=CC(C(=C3)C(=O)O)=O)C(C)C 9-(1-(1-(cyclopropylmethoxy)-2-methylpropan-2-yl)-1H-pyrazol-4-yl)-6-isopropyl-10-methoxy-2-oxo-6,7-dihydro-2H-pyrido[2,1-a]phthalazine-3-carboxylic acid